6-(2-(1-Cyclopropyl-1H-pyrazol-3-yl)-6,7-dihydro-5H-pyrrolo[1,2-a]imidazol-3-yl)quinazolin-4-ol C1(CC1)N1N=C(C=C1)C=1N=C2N(C1C=1C=C3C(=NC=NC3=CC1)O)CCC2